C(C(O)C)(=O)O.CC1=NNC=C1C 3,4-dimethylpyrazole lactate